3-(6-chloro-1H-imidazo[4,5-c]pyridin-2-yl)-5-{2-fluoro-6-[(2H3)methyloxy]phenyl}-1,6-naphthyridin-2(1H)-one ClC1=CC2=C(C=N1)N=C(N2)C=2C(NC1=CC=NC(=C1C2)C2=C(C=CC=C2OC([2H])([2H])[2H])F)=O